2-(4-hydroxypiperidin-1-yl)acetic acid tert-butyl ester C(C)(C)(C)OC(CN1CCC(CC1)O)=O